methyl 1-(ethyl-d5)-1H-pyrazole-5-carboxylate C(C([2H])([2H])[2H])(N1N=CC=C1C(=O)OC)([2H])[2H]